FC=1C=C(C=CC1)C1=NNC(C2=C1OCC2)=O 7-(3-fluorophenyl)-3,5-dihydrofuro[2,3-d]pyridazin-4(2H)-one